OC1=CC=C(C=C1)/C(=C(\CC)/C1=CC=CC=C1)/C1=CC=C(OCCN2CCC(CC2)CN2CCC(CC2)NC2=C3CN(C(C3=CC=C2)=O)C2C(NC(CC2)=O)=O)C=C1 (Z)-3-(4-((1-((1-(2-(4-(1-(4-hydroxyphenyl)-2-phenylbut-1-en-1-yl)phenoxy)ethyl)piperidin-4-yl)methyl)piperidin-4-yl)amino)-1-oxoisoindolin-2-yl)piperidine-2,6-dione